(2S,4r)-1-[(2S)-2-(4-cyclopropyl-triazol-1-yl)-3,3-dimethyl-butyryl]-4-hydroxy-N-[2-oxo-2-(3-quinolinylamino)ethyl]pyrrolidine-2-carboxamide C1(CC1)C=1N=NN(C1)[C@H](C(=O)N1[C@@H](C[C@H](C1)O)C(=O)NCC(NC=1C=NC2=CC=CC=C2C1)=O)C(C)(C)C